FC1=C(C(=C(C(=C1F)CCl)F)F)CCl 2,3,5,6-tetrafluoro-1,4-bis(chloromethyl)benzene